2-(((2,5-dioxopyrrolidin-1-yl)oxy)carbonyl)tridecanoic acid O=C1N(C(CC1)=O)OC(=O)C(C(=O)O)CCCCCCCCCCC